6-isopropyl-5-(8-methyl-[1,2,4]triazolo[1,5-a]pyridin-6-yl)-4H-thieno[3,2-b]pyrrole-2-carboxylic acid C(C)(C)C=1C2=C(NC1C=1C=C(C=3N(C1)N=CN3)C)C=C(S2)C(=O)O